NC=1NC(C=2N(C(N(C2N1)[C@@H]1O[C@@H](C[C@H]1O)CO)=O)CC(N1CCCC1)=O)=O 2-amino-9-((2R,3R,5S)-3-hydroxy-5-(hydroxymethyl)tetrahydrofuran-2-yl)-7-(2-oxo-2-(pyrrolidin-1-yl)ethyl)-7,9-dihydro-1H-purine-6,8-dione